Methyl (S)-2-((5-amino-6-methoxy-6-oxohexyl)amino)-5-nitrobenzoate hydrobromide Br.N[C@@H](CCCCNC1=C(C(=O)OC)C=C(C=C1)[N+](=O)[O-])C(=O)OC